3-[3-[4-[5-chloro-4-[[(1R)-1-(2,4-dichlorophenyl)ethyl]amino]pyrimidin-2-yl]piperazin-1-yl]-1-piperidyl]propanoic acid ClC=1C(=NC(=NC1)N1CCN(CC1)C1CN(CCC1)CCC(=O)O)N[C@H](C)C1=C(C=C(C=C1)Cl)Cl